2-(2,2-difluoro-3-hydroxypropyl)isoindoline-1,3-dione FC(CN1C(C2=CC=CC=C2C1=O)=O)(CO)F